2-(dimethylphosphono)benzene COP(=O)(OC)C1=CC=CC=C1